NC1(OCCC(C1)C#N)C(N(C1=CC=CC(=N1)C1=CC=NC=C1)N)C1CCCCC1 amino(cyclohexyl(amino([2,4'-bipyridin]-6-yl)amino)methyl)tetrahydro-2H-pyran-4-carbonitrile